BrCC1(CC1)CC(=O)OC Methyl 2-(1-(bromomethyl)cyclopropyl)acetate